2-(2,6-Dimethyl-4-((4-(3-methyl-4-(trifluoromethyl)phenyl)-5-oxo-4,5-dihydro-1H-1,2,4-triazol-1-yl)methyl)phenoxy)-2-methylpropionic acid CC1=C(OC(C(=O)O)(C)C)C(=CC(=C1)CN1N=CN(C1=O)C1=CC(=C(C=C1)C(F)(F)F)C)C